C(C)OC(C(C(=O)OCC)=CC1=C(C=CC=C1)[N+](=O)[O-])=O 2-(2-Nitrobenzylidene)malonic acid diethyl ester